thioureidopropionic acid N(C(=S)N)C(C(=O)O)C